tridecyl ((3S,4S)-1-(4-((3S,4S)-3,4-bis(((1S,2R)-2-phenylcyclopropyl) carbamoyl)pyrrolidine-1-carbonyl)benzoyl)-4-methoxypyrrolidin-3-yl)carbamate C1(=CC=CC=C1)[C@@H]1[C@H](C1)NC(=O)[C@@H]1CN(C[C@H]1C(N[C@@H]1[C@H](C1)C1=CC=CC=C1)=O)C(=O)C1=CC=C(C(=O)N2C[C@@H]([C@H](C2)OC)NC(OCCCCCCCCCCCCC)=O)C=C1